C1(=CC=CC=C1)N1CCC2=CC=CC=C12 1-phenyl-3H-indole